P(OOC[C@H]1O[C@H](C[C@@H]1O)N1C2=NC(=NC(=C2N=C1)S)N)([O-])=O (((2r,3s,5r)-5-(2-amino-6-mercapto-9H-purin-9-yl)-3-hydroxytetrahydrofuran-2-yl) methoxy) phosphonate